COC1=CC=C(C=C1)C1=NN2C(=NC=3C=C(C=CC3C2=N1)C)N[C@H]1C(NCCNC1)=O (6R)-6-{[2-(4-methoxyphenyl)-8-methyl-[1,2,4]triazolo[1,5-c]quinazolin-5-yl]amino}-1,4-diazepan-5-one